N-(4-((R)-2-(5-chloropyridin-2-yl)propyl)-6-(((R)-1-hydroxy-4-methylpent-2-yl)amino)-1,3,5-triazin-2-yl)methanesulfonamide ClC=1C=CC(=NC1)[C@@H](CC1=NC(=NC(=N1)N[C@@H](CO)CC(C)C)NS(=O)(=O)C)C